4a-(2-Chlorophenyl)octahydro-2H-benzo[b][1,4]oxazine formate C(=O)O.ClC1=C(C=CC=C1)C12C(OCCN1)CCCC2